OC=1C=C(\C=C\2/OC3=C(C2=O)C=CC=C3)C=CC1 (Z)-2-(3-hydroxybenzylidene)benzofuran-3(2H)-one